(Dimethoxyphosphoryl)-ethyl-(2,4-dichlorophenoxy)acetat COP(=O)(OC)C(C(=O)[O-])(OC1=C(C=C(C=C1)Cl)Cl)CC